2-bromo-4-(1-(tert-butyldiphenylsiloxy)ethyl)thiazole BrC=1SC=C(N1)C(C)O[Si](C1=CC=CC=C1)(C1=CC=CC=C1)C(C)(C)C